2-((1r,4r)-4-(2-(oxazol-4-yl)imidazo[4,5-d]pyrrolo[2,3-b]pyridin-1(6H)-yl)cyclohexyl)acetonitrile O1C=NC(=C1)C1=NC=2C(=C3C(=NC2)NC=C3)N1C1CCC(CC1)CC#N